3-methoxy-azetidine COC1CNC1